(S)-2-(1-(4-amino-3-(2,3-difluoro-4-methoxyphenyl)-1H-pyrazolo[3,4-D]pyrimidin-1-yl)ethyl)-5-chloro-3-phenylquinazolin-4(3H)-one benzoate C(C1=CC=CC=C1)(=O)O.NC1=C2C(=NC=N1)N(N=C2C2=C(C(=C(C=C2)OC)F)F)[C@@H](C)C2=NC1=CC=CC(=C1C(N2C2=CC=CC=C2)=O)Cl